C1(CC1)N1C=C(C(C2=CC(=C(C=C12)N1C=NC(=C1)C(=O)OCC)F)=O)C=O ethyl 1-(1-cyclopropyl-6-fluoro-3-formyl-4-oxo-1,4-dihydroquinolin-7-yl)-1H-imidazole-4-carboxylate